N-(6-fluoro-2,3,4,9-tetrahydro-1H-carbazol-1-yl)-3-(pyridin-2-yl)-1H-pyrazole-5-carboxamide FC=1C=C2C=3CCCC(C3NC2=CC1)NC(=O)C1=CC(=NN1)C1=NC=CC=C1